ALPHA-METHYLBENZYL ACETATE C(C)(=O)OC(C1=CC=CC=C1)C